ClC=1C=C(NC2(CCC3(C(CC4=CC=CC=C34)CCCOC3=C4C(=NC=C3)CCC4)CC2)C(=O)O)C=CC1 (1r,4r)-4-(3-Chloroanilino)-2'-{3-[(6,7-dihydro-5H-cyclopenta[b]pyridin-4-yl)oxy]propyl}-2',3'-dihydrospiro[cyclohexane-1,1'-indene]-4-carboxylic acid